N1C=CC2=CC=CC(=C12)C(=O)N 1H-indole-7-carboxamide